ClC=1C=C2C(=NC(=NC2=C(C1C1=C(C=CC=C1O)F)F)C(=O)N1CCN(CC1)C)N1CCN(CC1)C(C=C)=O 1-(4-(6-chloro-8-fluoro-7-(2-fluoro-6-hydroxyphenyl)-2-(4-methyl-piperazine-1-carbonyl)quinazolin-4-yl)piperazin-1-yl)prop-2-en-1-one